OC[C@H](C1=CC=CC=C1)NC1=NC(=NC=C1C1=NOC(=N1)C)NC1=CC=C(C(=O)N(C)C)C=C1 4-[[4-[[(1S)-2-hydroxy-1-phenyl-ethyl]amino]-5-(5-methyl-1,2,4-oxadiazol-3-yl)pyrimidin-2-yl]amino]-N,N-dimethyl-benzamide